(3-chloro-2-fluorobenzyl)-2-methyl-4-((6-(thiazol-2-ylamino)pyridin-2-yl)methyl)piperidine-4-carboxylic acid ClC=1C(=C(CN2C(CC(CC2)(C(=O)O)CC2=NC(=CC=C2)NC=2SC=CN2)C)C=CC1)F